CC1=NC(=NO1)C=1C=C(C(=O)N)C=CC1 3-(5-methyl-1,2,4-oxadiazol-3-yl)benzamide